N-(1-cyclopropyl-2-oxo-3-pyridyl)-2-[(1R,4S)-1-(fluoromethyl)-2-oxabicyclo[2.2.1]heptan-4-yl]-7-isopropoxy-imidazo[1,2-a]pyridine-6-carboxamide C1(CC1)N1C(C(=CC=C1)NC(=O)C=1C(=CC=2N(C1)C=C(N2)[C@]21CO[C@](CC2)(C1)CF)OC(C)C)=O